8-ethyl-2-(4-nitrophenyl)-3-(4-(pyrimidin-2-yloxy)phenyl)imidazo[1,2-c]pyrimidin-5-amine C(C)C=1C=2N(C(=NC1)N)C(=C(N2)C2=CC=C(C=C2)[N+](=O)[O-])C2=CC=C(C=C2)OC2=NC=CC=N2